5-Hydroxymethylcytosineat OCC=1C(=NC(NC1)=O)NC(=O)[O-]